COC1CCN(CC1)C1=NC=CC(=N1)NC=1N=CC2=C(C=CC(=C2C1)[C@H]1N(CCC1)C(C=C)=O)N1C([C@@H]([C@H]1C)CS(=O)(=O)C)(C)C 1-((S)-2-(3-((2-(4-methoxypiperidin-1-yl)pyrimidin-4-yl)amino)-8-((3R,4R)-2,2,4-trimethyl-3-((methylsulfonyl)methyl)azetidin-1-yl)isoquinolin-5-yl)pyrrolidin-1-yl)prop-2-en-1-one